(1R)-1-[4-(trifluoromethoxy)phenyl]ethyl carbonate C(O[C@H](C)C1=CC=C(C=C1)OC(F)(F)F)([O-])=O